NC1=C(OCC=2C=C(C=CC2)CN2CCN(CC2)C(=O)OCC[Si](C)(C)C)C=CC=C1O 2-(Trimethylsilyl)ethyl 4-({3-[(2-amino-3-hydroxyphenoxy)methyl]phenyl}methyl)-piperazine-1-carboxylate